CC1=C(C=NN1)C1=CC=C2C(=N1)SC(=N2)NC2=NC=CC(=C2)N2CCN(CC2)C2=NC=CC=C2 5-(5-methyl-1H-pyrazol-4-yl)-N-(4-(4-(pyridin-2-yl)piperazin-1-yl)pyridin-2-yl)thiazolo[5,4-b]pyridin-2-amine